C(CC)(=O)OCCN1CCC(CC1)NC1=C2C=C(N(C2=CC=C1)CC(F)(F)F)C#CCNC1=C(C=C(C=C1)S(N)(=O)=O)OC 2-{4-[(2-{3-[(2-methoxy-4-sulfamoylphenyl) amino]prop-1-yn-1-yl}-1-(2,2,2-trifluoroethyl)-1H-indol-4-yl)amino]piperidin-1-yl}ethyl propanoate